(2-acetamido-3,4,6-tri-O-acetyl-2-deoxy-β-D-glucopyranosyl)-5-methylisoxazole C(C)(=O)N[C@H]1[C@@H](O[C@@H]([C@H]([C@@H]1OC(C)=O)OC(C)=O)COC(C)=O)C1=NOC(=C1)C